CC=1N(C(C2=C(N1)C(=NC(=C2)N2C[C@@H](OCC2)C=2C=NN(C2)C)C2=C(C=C(C(=C2)F)F)F)=O)C (S)-2,3-dimethyl-6-(2-(1-methyl-1H-pyrazol-4-yl)morpholino)-8-(2,4,5-trifluorophenyl)pyrido[3,4-d]pyrimidin-4(3H)-one